BrC=1C(=NC=C(C(=O)OC)C1)O[C@@H]1CN(CC1)C(=O)OC(C)(C)C methyl (S)-5-bromo-6-((1-(tert-butoxycarbonyl)pyrrolidin-3-yl)oxy)nicotinate